(2R)-2-methyl-4-(tetramethyl-1,3,2-dioxaborolan-2-yl)-1,2,3,6-tetrahydropyridine-1-carboxylic acid tert-butyl ester C(C)(C)(C)OC(=O)N1[C@@H](CC(=CC1)B1OC(C(O1)(C)C)(C)C)C